N1=C(N=CC2=CC=CC=C12)N1C=CC2=C(C=CC=C12)CN1CCOCC1 4-((1-(quinazolin-2-yl)-1H-indol-4-yl)methyl)morpholine